1,6-bis(2,3-epoxypropane-1-oxy)naphthalene C(C1CO1)OC1=CC=CC2=CC(=CC=C12)OCC1CO1